2-(4-ethoxyphenylamino)-4-((1S,2S)-2-hydroxycyclopentylamino)pyrimidine-5-carboxamide C(C)OC1=CC=C(C=C1)NC1=NC=C(C(=N1)N[C@@H]1[C@H](CCC1)O)C(=O)N